FC1([C@H](CN(CC1)C(C(=O)N)C)C1=CNC(C=C1)=O)F 2-((S)-4,4-difluoro-3-(6-oxo-1,6-dihydropyridin-3-yl)piperidin-1-yl)propionamide